(Z)-5-((2-aminomethyl-3-fluoroallyl)oxy)isoindolin-1-one trifluoroacetate FC(C(=O)O)(F)F.NC/C(/COC=1C=C2CNC(C2=CC1)=O)=C/F